CCO[Si](C1=CC=CC=C1)(OCC)O[Si](C2=CC=CC=C2)(C3=CC=CC=C3)C4=CC=CC=C4 diethoxytetraphenyldisiloxane